NC1=C(C(=O)N2CCC(CC2)N2C(NC3=NC=C(C=C32)C32CCOCC2C3)=O)C=CC(=C1)OC(F)(F)F 1-[1-[2-amino-4-(trifluoromethoxy)benzoyl]-4-piperidyl]-6-(3-oxabicyclo[4.1.0]heptan-6-yl)-3H-imidazo[4,5-b]pyridin-2-one